methyl-2-hydroxyisobutyrate COC(C(C)(C)O)=O